C(C1=CN=CC=C1)(=O)N1C2=C(SCC1)C(=CN=C2)C2=CC=C(C#N)C=C2 4-(4-Nicotinoyl-3,4-dihydro-2H-pyrido[4,3-b][1,4]thiazin-8-yl)benzonitrile